2-(2-Aminoethoxy)ethoxyl-N,N-dibenzyl-2-fluoro-3-methyl-butan-1-amine NCCOCCOC(C(C(C)C)F)N(CC1=CC=CC=C1)CC1=CC=CC=C1